4-(9,9-diphenyl-9H-fluoren-2-yl)-N-(4-(phenanthren-9-yl)phenyl)aniline C1(=CC=CC=C1)C1(C2=CC=CC=C2C=2C=CC(=CC12)C1=CC=C(NC2=CC=C(C=C2)C=2C3=CC=CC=C3C=3C=CC=CC3C2)C=C1)C1=CC=CC=C1